3-[2-methyl-5-(trifluoromethyl)pyrazol-3-yl]oxy-4-nitrobenzonitrile CN1N=C(C=C1OC=1C=C(C#N)C=CC1[N+](=O)[O-])C(F)(F)F